Cl.COC1=CC=C2C(=N1)C(C1(CCNCC1)C2)N 2-methoxy-5,7-dihydrospiro[cyclopenta[b]pyridin-6,4'-piperidin]-7-amine hydrochloride